COC1=NC(=NC(=C1)OC)NC(=O)NS(=O)(=O)C1=C(C(=O)OC)C=CC(=C1)CNS(=O)(=O)C methyl 2-[[[[(4,6-dimethoxy-2-pyrimidinyl)amino]carbonyl]amino]-sulfonyl]-4-[[(methylsulfonyl)amino]methyl]benzoate